C[C@]12[C@H]3CC[C@@]4(C(=CC[C@H]4[C@@H]3CC=C2CCCC1)C=1C=NC=CC1)C (3S,8R,9S,10R,13S,14S)-10,13-dimethyl-17-(pyridin-3-yl)-2,3,4,7,8,9,10,11,12,13,14,15-dodecahydro-1H-cyclopenta[a]phenanthren